3-{1-[(Adamantan-1-yl)methyl]-5-methyl-1H-pyrazol-4-yl}-6-{3-[(1,3-benzothiazol-2-yl)amino]-4-methyl-7H-pyrrolo[2,3-c]pyridazin-7-yl}pyridine-2-carboxylic acid C12(CC3CC(CC(C1)C3)C2)CN2N=CC(=C2C)C=2C(=NC(=CC2)N2C=CC3=C2N=NC(=C3C)NC=3SC2=C(N3)C=CC=C2)C(=O)O